4-(2-Amino-2-methylpropanoyl)-N-(1-(4-(2-((azetidin-3-ylmethyl)amino)propyl)phenyl)-2-oxo-1,2-dihydropyrimidin-4-yl)piperazine-1-carboxamide hydrochloride salt Cl.NC(C(=O)N1CCN(CC1)C(=O)NC1=NC(N(C=C1)C1=CC=C(C=C1)CC(C)NCC1CNC1)=O)(C)C